8-Ethyl-2-(3-methylbenzofuran-2-yl)-5-((3-(methylthio)benzyl)oxy)quinoline-4-carboxylic acid methyl ester COC(=O)C1=CC(=NC2=C(C=CC(=C12)OCC1=CC(=CC=C1)SC)CC)C=1OC2=C(C1C)C=CC=C2